pentacosyl methacrylate C(C(=C)C)(=O)OCCCCCCCCCCCCCCCCCCCCCCCCC